[N+](=O)([O-])N1NN(NC(CC(C1)[N+](=O)[O-])[N+](=O)[O-])[N+](=O)[O-] 1,3,5,7-tetranitro-tetraazacyclooctane